tert-Butyl N-[2-[5-[1-benzyloxy-1-(trifluoromethyl)but-3-enyl]-1,3,4-oxadiazol-2-yl]-6-[[but-3-enyl(cyclobutanecarbonyl)amino]methyl]-5-(trifluoromethyl)-3-pyridyl]carbamate C(C1=CC=CC=C1)OC(CC=C)(C(F)(F)F)C1=NN=C(O1)C1=NC(=C(C=C1NC(OC(C)(C)C)=O)C(F)(F)F)CN(C(=O)C1CCC1)CCC=C